5-(2,6-diisopropoxyphenyl)-2-(2,6-diisopropylphenyl)imidazo[1,5-a]pyridin-2-ium chloride [Cl-].C(C)(C)OC1=C(C(=CC=C1)OC(C)C)C1=CC=CC=2N1C=[N+](C2)C2=C(C=CC=C2C(C)C)C(C)C